3-(3-methyl-2-oxo-5-((3-(piperidin-4-yloxy)azetidin-1-yl)methyl)-2,3-dihydro-1H-benzo[d]imidazol-1-yl)piperidine-2,6-dione CN1C(N(C2=C1C=C(C=C2)CN2CC(C2)OC2CCNCC2)C2C(NC(CC2)=O)=O)=O